FC=1C(=CC=2C3=C(NC(C2C1)=O)COC[C@@H]3N(C(C3=CC(=CC(=C3)OC3=CC=CC=C3)F)=O)C)F (R)-N-(8,9-difluoro-6-oxo-1,4,5,6-tetrahydro-2H-pyrano[3,4-c]isoquinolin-1-yl)-3-fluoro-N-methyl-5-phenoxybenzamide